C(C)C1(NC(N(C(C1)=O)CC1=[NH+]C=CC(=C1)C(N[C@H]1C[C@@H](OC2=CC=CC=C12)C(F)(F)F)=O)=[NH2+])CC [4,4-diethyl-6-oxo-1-[[4-[[(2R,4S)-2-(trifluoromethyl)chroman-4-yl]carbamoyl]pyridin-1-ium-2-yl]methyl]hexahydropyrimidin-2-ylidene]ammonium